(2-methyl-4-(methylsulfonyl)phenyl)boronic acid CC1=C(C=CC(=C1)S(=O)(=O)C)B(O)O